CC1=C(C=C(C=C1)NC(=O)N1C[C@@H](CC1)C(F)(F)F)C1=CC2=C(N=C(N=C2)NC)N=C1 (3R)-N-[4-methyl-3-[2-(methylamino)pyrido[2,3-d]pyrimidin-6-yl]phenyl]3-(trifluoromethyl)pyrrolidine-1-carboxamide